C(C)OC(\C=C(\C(F)(F)F)/N)=O (Z)-3-amino-4,4,4-trifluorobut-2-enoic acid ethyl ester